1-(2-(Diethylamino)ethyl)-3-(5-(2-fluoro-5-((4-oxo-3,4-dihydrophthalazin-1-yl)methyl)phenyl)-1H-benzoimidazol-2-yl)urea C(C)N(CCNC(=O)NC1=NC2=C(N1)C=CC(=C2)C2=C(C=CC(=C2)CC2=NNC(C1=CC=CC=C21)=O)F)CC